ClC1=C(C#N)C(=CC(=C1)C#N)Cl 2,6-dichloroterephthalonitrile